(E)-3-(4-Hydroxyphenyl)-1-[2-hydroxy-6-[(Z)-undec-5-enoxy]phenyl]prop-2-en-1-one OC1=CC=C(C=C1)/C=C/C(=O)C1=C(C=CC=C1OCCCC\C=C/CCCCC)O